trans-4-(t-butoxycarbonylaminomethyl)cyclohexyl-carboxylic acid C(C)(C)(C)OC(=O)NC[C@@H]1CC[C@H](CC1)C(=O)O